B(OCC1=CC=CC=C1)([O-])[O-] phenylmethyl borate